3,3-dimethylpentanol CC(CCO)(CC)C